2-(2-(7'-Fluoro-1'-(4-methoxybenzyl)-2'-oxospiro[cyclopropane-1,3'-indoline]-5'-yl)-5-methylpiperidin-1-yl)-2-oxoacetic acid FC=1C=C(C=C2C3(C(N(C12)CC1=CC=C(C=C1)OC)=O)CC3)C3N(CC(CC3)C)C(C(=O)O)=O